NC1=CC(=C2C(N(CCCCC[C@@](C3=NN=C(C1=N2)O3)(C(F)(F)F)O)C(CC)(C)C)=O)C(F)(F)F (6R)-17-Amino-12-(1,1-dimethylpropyl)-6-hydroxy-6,15-bis(trifluoromethyl)-19-oxa-3,4,12,18-tetrazatricyclo[12.3.1.12,5]nonadeca-1(18),2,4,14,16-pentaen-13-one